2-Chloro-N-(3-chlorophenyl)-N-(1-(4-nitrophenyl)-2-oxo-2-(phenethylamino)-ethyl)acetamide ClCC(=O)N(C(C(NCCC1=CC=CC=C1)=O)C1=CC=C(C=C1)[N+](=O)[O-])C1=CC(=CC=C1)Cl